FC(S(=O)(=O)C=1C=CC(=C2C=NNC12)OC=1C=C(C=C(C1)C#N)C#N)(F)F 5-[(7-trifluoromethanesulfonyl-1H-indazol-4-yl)oxy]benzene-1,3-dicarbonitrile